N'-(2-chloro-4-(2-chloro-5-(trifluoromethyl)benzyl)-5-methylphenyl)-N-ethyl-N-methylformimidamide ClC1=C(C=C(C(=C1)CC1=C(C=CC(=C1)C(F)(F)F)Cl)C)N=CN(C)CC